O=P1COC2CCOC2COP(OC2COC(CO1)C2)=O dioxo-2,4,7,11,14,17-hexaoxa-3λ5,13λ5-diphosphatricyclo[14.2.1.06,10]nonadecan